N-[(5-chlorothiophen-2-yl)methyl]-3-(1-{[6-(trifluoromethyl)pyridin-2-yl]methyl}piperidin-4-yl)-1H-pyrazol-5-amine ClC1=CC=C(S1)CNC1=CC(=NN1)C1CCN(CC1)CC1=NC(=CC=C1)C(F)(F)F